monoethyl 3,5-di-tertbutyl-4-hydroxybenzylphosphonate C(C)(C)(C)C=1C=C(CP(OCC)([O-])=O)C=C(C1O)C(C)(C)C